5-Bromo-1-(5-nitropyridin-2-yl)-1H-indole BrC=1C=C2C=CN(C2=CC1)C1=NC=C(C=C1)[N+](=O)[O-]